N1(C=NC2=C1C=CC=C2)CCN 2-(1H-benzo[d]imidazol-1-yl)ethan-1-amine